4-(4-((1R,5S)-3,8-diazabicyclo[3.2.1]octan-3-yl)-8-fluoro-2-(2-((4-methoxybenzyl)amino)ethyl)quinazolin-7-yl)naphthalen-2-ol [C@H]12CN(C[C@H](CC1)N2)C2=NC(=NC1=C(C(=CC=C21)C2=CC(=CC1=CC=CC=C21)O)F)CCNCC2=CC=C(C=C2)OC